4-bromo-N-(2-chloro-6-methylpyrimidin-4-yl)-2-fluorobenzamide BrC1=CC(=C(C(=O)NC2=NC(=NC(=C2)C)Cl)C=C1)F